4-dodecanoyloxybutylammonium trifluoroacetate FC(C(=O)[O-])(F)F.C(CCCCCCCCCCC)(=O)OCCCC[NH3+]